4-((R)-3-((S)-2-((tert-butoxycarbonyl)amino)-5-(2-nitro-1H-imidazol-1-yl)pentanamido)pyrrolidin-1-yl)butanoic acid C(C)(C)(C)OC(=O)N[C@H](C(=O)N[C@H]1CN(CC1)CCCC(=O)O)CCCN1C(=NC=C1)[N+](=O)[O-]